FC1=C(C=C(C=C1)OC)C1=CC=C(C(=N1)N1C(C[C@@H](C1)C)(C)C)C(=O)NS(=O)(=O)C=1C(NC=CC1)=O 6-(2-fluoro-5-methoxy-phenyl)-N-[(2-oxo-1H-pyridin-3-yl)sulfonyl]-2-[(4S)-2,2,4-trimethylpyrrolidin-1-yl]pyridine-3-carboxamide